[6-[2,3-difluoro-4-[4-(4-propylcyclohexyl)cyclohex-1-enyl]phenyl]-2-fluoro-3-(trifluoromethoxy)phenyl] trifluoromethanesulfonate FC(S(=O)(=O)OC1=C(C(=CC=C1C1=C(C(=C(C=C1)C1=CCC(CC1)C1CCC(CC1)CCC)F)F)OC(F)(F)F)F)(F)F